Butyl tosylcarbamate S(=O)(=O)(C1=CC=C(C)C=C1)NC(OCCCC)=O